N-(6-(2,6-difluoro-3-(isoquinoline-5-sulfonamido)phenyl)quinazolin-2-yl)pivalamide FC1=C(C(=CC=C1NS(=O)(=O)C=1C=2C=CN=CC2C=CC1)F)C=1C=C2C=NC(=NC2=CC1)NC(C(C)(C)C)=O